1-isopropyl-3-(4-(pyridin-4-yl)phenyl)-5-methyl-pyrazol-4-ol C(C)(C)N1N=C(C(=C1C)O)C1=CC=C(C=C1)C1=CC=NC=C1